C1(CC1)[C@H](C)NCC=1C=C(C=2N(C1)C(=CN2)F)C(=O)NC=2C=NC=C(C2)C2(CC(C2)C)C2=NN=CN2C 6-({[(1S)-1-cyclopropylethyl]amino}methyl)-3-fluoro-N-{5-[(1r,3s)-3-methyl-1-(4-methyl-1,2,4-triazol-3-yl)cyclobutyl]pyridin-3-yl}imidazo[1,2-a]pyridine-8-carboxamide